C(C=C)(=O)NC1=NC=CC(=C1)C1=C2C(=C(NC2=C(C=C1)C(=O)N)C)C 4-(2-acrylamidopyridin-4-yl)-2,3-dimethyl-1H-indole-7-carboxamide